(2S,3R)-3-hydroxy-2-(5-isobutyryl-1-methyl-3-oxo-2,5-diazaspiro[3.4]octan-2-yl)-N-(pyrimidin-2-ylmethyl)butanamide O[C@@H]([C@@H](C(=O)NCC1=NC=CC=N1)N1C(C2(C1=O)N(CCC2)C(C(C)C)=O)C)C